methyl 5-bromo-2-(((1R,2S)-2-((tert-butoxycarbonyl) amino) cyclohexyl) amino)-3-nitrobenzoate BrC=1C=C(C(=C(C(=O)OC)C1)N[C@H]1[C@H](CCCC1)NC(=O)OC(C)(C)C)[N+](=O)[O-]